FC(C1=CC=C(C=N1)C=1C=C(C(N(N1)C1=CC(=CC=C1)F)=O)C(=O)N[C@H](CO)C)F 6-[6-(Difluoromethyl)pyridin-3-yl]-2-(3-fluorophenyl)-N-[(2S)-1-hydroxypropan-2-yl]-3-oxo-2,3-dihydropyridazine-4-carboxamide